C1(CCCC1)NC(C1=CC(=CC(=C1)NC(=O)C1CCCCC1)NC(=O)C1CCCCC1)=O N-cyclopentyl-3,5-bis-(cyclohexanecarbonylamino)-benzamide